C(CC=C)N1C(C2=CC=CC=C2C1=O)=O 2-(But-3-en-1-yl)isoindoline-1,3-dione